FC=1C=2OCC(N3C=C(C(C(=CC1F)C32)=O)CN([C@@H]3CNCCC3)CC3=CC(=NC=C3)OC)C 6,7-difluoro-11-[[(2-methoxy-4-pyridyl)methyl-[(3S)-3-piperidyl]amino]methyl]-2-methyl-4-oxa-1-azatricyclo[7.3.1.05,13]trideca-5(13),6,8,11-tetraen-10-one